[O].[Ni].[Co] cobalt-nickel oxygen